C(#N)COC1=CC=C(C=C1)N1N=C(N=C1)C1=CC(=C(C=C1)NC(=O)\N=C\1/SCC(N1C1=C(C=CC(=C1)C)C(C)C)=O)F (Z)-1-(4-(1-(4-(cyanomethoxy)phenyl)-1H-1,2,4-triazol-3-yl)-2-fluorophenyl)-3-(3-(2-isopropyl-5-methylphenyl)-4-oxothiazolidin-2-ylidene)urea